zinc-copper-indium-selenium sulfur diethylene phosphonate P([O-])([O-])=O.C=C.C=C.[S+2].[Se+2].[In+3].[Cu+2].[Zn+2]